ClC=1C=C(CC=2C=CC(=NC2)NC(=O)C=2OC(=NN2)C)C=CC1 N-(5-(3-chlorobenzyl)pyridin-2-yl)-5-methyl-1,3,4-oxadiazole-2-carboxamide